COC([C@H](CC(C)C)N1N=C(C=C(C1=O)Br)Cl)=O.FC1=C(C=CC=C1)C#CC1=CC=C(C(=O)NCC2(CCC2)C)C=C1 4-((2-fluorophenyl)ethynyl)-N-((1-methylcyclobutyl)methyl)benzamide (S)-methyl-2-(5-bromo-3-chloro-6-oxopyridazin-1(6H)-yl)-4-methylpentanoate